CN1C=NC2=C1C=CC(=C2)C=2NC(C=1N(C2)N=C(C1C(F)(F)F)C(=O)O)=O 6-(1-Methyl-1H-benzimidazol-5-yl)-4-oxo-3-(trifluoromethyl)-4,5-dihydropyrazolo[1,5-a]pyrazine-2-carboxylic acid